C(CCC\C=C/CCCC)=O (Z)-5-Decenal